FC(C(=O)O)(F)F.FC1=C(C=CC(=C1)F)NS(=O)(=O)NC=1C(=NC=C(C1)C=1C=C2C(=NC=NC2=CC1)N1CCNCC1)OC N-(2,4-difluorophenyl)[(2-methoxy-5-(4-(piperazin-1-yl)quinazolin-6-yl)pyridin-3-yl)amino]sulfonamide trifluoroacetate